2-[3-(4-Chloro-3-fluorophenyl)-1-ethyl-1H-1,2,4-triazol-5-yl]-N-[(1R,2R)-2-hydroxy-2,3-dihydro-1H-inden-1-yl]acetamid ClC1=C(C=C(C=C1)C1=NN(C(=N1)CC(=O)N[C@H]1[C@@H](CC2=CC=CC=C12)O)CC)F